O[C@@H](CNC(C1=C(C=NC=C1)NC1=C(C=C(C=C1)I)F)=O)CO (S)-N-(2,3-dihydroxypropyl)-3-(2-fluoro-4-iodophenylamino)isonicotinamide